8-cyclopentyl-N-(3-fluoro-5-(1-methyl-1H-pyrazole-4-carboxamido)benzyl)-7H-purine-6-carboxamide C1(CCCC1)C1=NC2=NC=NC(=C2N1)C(=O)NCC1=CC(=CC(=C1)NC(=O)C=1C=NN(C1)C)F